3-(6-bromo-3-(5-methylpyridin-3-yl)-2,4-dioxo-3,4-dihydrothieno[3,2-d]pyrimidin-1(2H)-yl)propanenitrile BrC1=CC=2N(C(N(C(C2S1)=O)C=1C=NC=C(C1)C)=O)CCC#N